O1C(CCCC1)OCCN(CCCO)CCOC1OCCCC1 3-(bis(2-((tetrahydro-2H-pyran-2-yl)oxy)ethyl)amino)propan-1-ol